ethyl 4-(2-fluoro-4-hydroxythieno[3,2-e]benzofuran-7-yl)-2-methyl-4-oxobutanoate FC=1OC2=C(C1)C1=C(C=C2O)SC(=C1)C(CC(C(=O)OCC)C)=O